cis-p-menthen-2-en-1-ol C1(C=CC(=CC1)C(C)C)(C)O